OC1COC2=C1C=CC=C2NC2=NNC1=CC(=CC=C21)[C@@H]2C[C@@]21C(NC2=CC=C(C=C12)OC)=O (1R,2S)-2-{3-[(3-hydroxy-2,3-dihydro-1-benzofuran-7-yl)amino]-1H-indazol-6-yl}-5'-methoxyspiro[cyclopropane-1,3'-indol]-2'(1H)-one